5-(3-(2-hydroxy-2-methylpropyloxy)azetidin-1-yl)-N-methyl-7-(trifluoromethyl)thieno[3,2-b]pyridine-3-carboxamide trifluoroacetate FC(C(=O)O)(F)F.OC(COC1CN(C1)C1=CC(=C2C(=N1)C(=CS2)C(=O)NC)C(F)(F)F)(C)C